N-((S)-1-cycloheptyl-2-((4-((S)-1-(4-(difluoromethylene)piperidin-1-yl)-1-oxopropan-2-yl)-2-fluorophenyl)amino)-2-oxoethyl)-1-isopropyl-1H-pyrazole-5-carboxamide C1(CCCCCC1)[C@@H](C(=O)NC1=C(C=C(C=C1)[C@@H](C(=O)N1CCC(CC1)=C(F)F)C)F)NC(=O)C1=CC=NN1C(C)C